((2S,4S)-4-(8-chloro-7-(8-chloronaphthalen-1-yl)-6-fluoro-4-((S)-1-((S)-1-methylpyrrolidin-2-yl)ethoxy)-1H-pyrazolo[4,3-c]quinolin-1-yl)-1-(2-fluoropropoyl)piperidin-2-yl)acetonitrile ClC1=CC=2C3=C(C(=NC2C(=C1C1=CC=CC2=CC=CC(=C12)Cl)F)O[C@@H](C)[C@H]1N(CCC1)C)C=NN3[C@@H]3C[C@H](N(CC3)C(C(C)F)=O)CC#N